tert-butyl (1r,4r,5s)-5-(7-bromo-8-(2-cyanoethyl)-6-fluoro-2-methyl-4-(methylsulfanyl)-1H-pyrrolo[3,2-c]quinolin-1-yl)-2-azabicyclo[2.1.1]hexane-2-carboxylate BrC=1C(=CC=2C3=C(C(=NC2C1F)SC)C=C(N3[C@H]3[C@H]1CN([C@@H]3C1)C(=O)OC(C)(C)C)C)CCC#N